O1C(CCCC1)N1N=CC2=C(C=C(C=C12)B1OC(C(O1)(C)C)(C)C)OCCOCCCCNC(OC(C)(C)C)=O tert-butyl (4-(2-((1-(tetrahydro-2H-pyran-2-yl)-6-(4,4,5,5-tetramethyl-1,3,2-dioxaborolan-2-yl)-1H-indazol-4-yl)oxy)ethoxy)butyl)carbamate